FC(C1=CC=C(C=C1)S(=O)(=O)N1CC2(CCN(CC2)C(=O)OCC2=CC=CC=C2)C2=CC=CC=C12)F benzyl 1-[4-(difluoromethyl) benzenesulfonyl]-1,2-dihydrospiro[indole-3,4'-piperidine]-1'-carboxylate